2',6',8-trifluoro-5-methoxy[1,2,4]triazolo[1,5-c]pyrimidine-2-sulfonanilide FC1=C(NS(=O)(=O)C2=NN3C(=NC=C(C3=N2)F)OC)C(=CC=C1)F